C12(C(CCC(C1(C)C)C2)(C)C2=CC=CC=C2C=CC(=O)O)C21C(CCC(C2(C)C)C1)(C)C12C(CCC(C1(C)C)C2)C.COP(=O)(OO)CCC=O 3-(methyl-hydroxy-phosphono)propanal terpinyl-cinnamate